C1=CN2C=NC3=C(C2=N1)NC=N3 The molecule is an imidazo[2,1-i]purine. It has a role as a mutagen. It derives from an adenine. It is a tautomer of a 3H-imidazo[2,1-i]purine.